(1S,2R,4R)-7-oxabicyclo[2.2.1]heptane-2-carboxylic acid [C@@H]12[C@@H](C[C@@H](CC1)O2)C(=O)O